ClC1=CC=NC2=CC(=C(C=C12)OCCOC1OCCCC1)OC 4-chloro-7-methoxy-6-(2-((tetrahydro-2H-pyran-2-yl)oxy)ethoxy)quinoline